ClC1=NC(=CC(=C1)C(=O)NCC1=CC=C(C=C1)OC)Cl 2,6-dichloro-N-[(4-methoxyphenyl)methyl]pyridine-4-carboxamide